CC(C)C1=C(C=CC(=C1)C)S(=O)(=O)OOC1=C(C=CC=C1)CC1=CC=CC=C1 (R)-1-(2-benzylphenoxy) propan-2-yl-4-methylbenzenesulfonate